2-(2,6-Dichlorophenyl)-9-(4-(1,1-dioxidotetrahydro-2H-thiopyran-4-yl)phenyl)imidazo[2,1-f][1,6]naphthyridine-3-carboxamide ClC1=C(C(=CC=C1)Cl)C=1N=C2C=3C=C(C=NC3C=CN2C1C(=O)N)C1=CC=C(C=C1)C1CCS(CC1)(=O)=O